FC(OC1=NC=CC(=C1)CNC(=O)NC1COC(C1)C(F)(F)F)F 1-[[2-(difluoromethoxy)pyridin-4-yl]methyl]-3-[5-(trifluoromethyl)oxolan-3-yl]urea